Cl.ClC1=C2CCN[C@@H](C2=C(C=C1)OCC=1N=NN(C1C)C)CN1CC2(CC2)CC1=O (S)-5-((5-chloro-8-((1,5-dimethyl-1H-1,2,3-triazol-4-yl)methoxy)-1,2,3,4-tetrahydroisoquinolin-1-yl)methyl)-5-azaspiro[2.4]heptan-6-one hydrochloride